FC1CC(C1)(CC1=NN=CN1C)C=1C=C(C=CC1)NC(C1=NC(=CC=C1)C(F)(F)F)=O N-(3-((1S,3R)-3-fluoro-1-((4-methyl-4H-1,2,4-triazol-3-yl)methyl)cyclobutyl)phenyl)-6-(trifluoromethyl)picolinamide